F[P-](F)(F)(F)(F)F.C(CCC)[N+]1=CC(=CC=C1)C 1-butyl-3-methylpyridinium hexafluorophosphate